C(C)(C)(C)C[C@@H](N)C(=O)O β-tert-butyl-D-alanine